tin copper aluminum [Al].[Cu].[Sn]